ClC=1C=C(OCC(=O)O)C=C(C1)Cl 2-(3,5-dichlorophenoxy)acetic acid